5-(2-chlorophenyl)-1,3-oxazol ClC1=C(C=CC=C1)C1=CN=CO1